(R)-tert-butyl (1-((r)-1,1-difluoro-5-azaspiro[2.4]heptan-5-yl)-1-oxobutan-2-yl)carbamate FC1(C[C@]12CN(CC2)C([C@@H](CC)NC(OC(C)(C)C)=O)=O)F